4-bromo-2-cyano-5-methylbenzofuran-6-carboxylic acid BrC1=C(C(=CC2=C1C=C(O2)C#N)C(=O)O)C